[NH4+].P(=O)(OCCN(CCCCO)C(CCC1=CC(=CC=C1)OCCCCCCCCCC)=O)(O)O 2-[{3-[3-(Decyloxy)phenyl]propanoyl} (4-hydroxybutyl)amino]ethyl dihydrogen phosphate ammonium salt